3-acetyl-5-sec-butyl-4-hydroxy-3-pyrroline C(C)(=O)C=1CNC(C1O)C(C)CC